Cl.CC1(N(CCNC1)C(=O)C1(CC=2N(CC1)N=CN2)O)C (2,2-dimethylpiperazin-1-yl)(7-hydroxy-5,6,7,8-tetrahydro-[1,2,4]triazolo[1,5-a]pyridin-7-yl)methanone hydrochloride